BrC1=CC(=C(O[C@H](C(=O)O)C)C=C1)C(F)(F)C1CC1 (2S)-2-[4-bromo-2-(cyclopropyldifluoromethyl)phenoxy]propanoic acid